C(C)(C)(C)NC(C(F)(F)C=1N(C=C(C1C(=O)NC1=CC(=C(C=C1)F)C)C)C)=O 2-(2-(tert-butylamino)-1,1-difluoro-2-oxoethyl)-N-(4-fluoro-3-methylphenyl)-1,4-dimethyl-1H-pyrrole-3-carboxamide